ClC1=CC(=C2CCN(CC2=C1)C(=O)C1CC1)[C@H]1N(CCC1)C(=O)OC(C)(C)C (S)-tert-butyl 2-(7-chloro-2-(cyclopropanecarbonyl)-1,2,3,4-tetrahydroisoquinolin-5-yl)pyrrolidin-1-Carboxylate